N-(7-methoxy-4-phenyl-1H-1,3-benzodiazol-2-yl)-1-methyl-1H-imidazole-5-carboxamide COC1=CC=C(C2=C1NC(=N2)NC(=O)C2=CN=CN2C)C2=CC=CC=C2